5-azido-N-(4-(7-chloroquinolin-4-ylamino)pentyl)-N-ethylpentanamide N(=[N+]=[N-])CCCCC(=O)N(CC)CCCC(C)NC1=CC=NC2=CC(=CC=C12)Cl